BrC1=C(C=C(C=C1)C1OCCO1)C 2-(4-bromo-3-methyl-phenyl)-1,3-dioxolane